ethyl (2S)-4-(5-bromo-4-fluoro-6-methoxy-benzothiophen-2-yl)-2-methyl-4-oxo-butanoate BrC=1C(=CC2=C(C=C(S2)C(C[C@@H](C(=O)OCC)C)=O)C1F)OC